(S)-3-((S)-sec-butyl)-N-((S)-2,3-dihydroxypropyl)-2-oxo-1,2,3,5-tetrahydro-4H-benzo[e][1,4]diazepine-4-carboxamide [C@H](C)(CC)[C@@H]1N(CC2=C(NC1=O)C=CC=C2)C(=O)NC[C@@H](CO)O